C(C)OC(=O)C1=C(N(C2=CC=C(C=C2C1=O)OC(F)(F)F)C)C 1,2-dimethyl-4-oxo-6-(trifluoromethoxy)-1,4-dihydroquinoline-3-carboxylic acid ethyl ester